FC=1C=C(C=C(C1)F)CC(=O)NN1C(=NC2=CC=CC=C2C1=O)N1CCOCC1 2-(3,5-Difluoro-phenyl)-N-(2-morpholin-4-yl-4-oxo-4H-quinazolin-3-yl)-acetamide